CN(C1CN2C(C3=C(C2(C1)CC)SC(=C3)C3=NC(=NC=C3C(F)(F)F)NC3CCN(CC3)S(=O)(=O)C)=O)C 7-(Dimethylamino)-8a-ethyl-2-(2-((1-(methylsulfonyl)piperidin-4-yl)amino)-5-(trifluoromethyl)pyrimidin-4-yl)-6,7,8,8a-tetrahydro-4H-thieno[2,3-a]pyrrolizin-4-one